trimethylbenzylammonium β-naphthalenesulfinate C1=C(C=CC2=CC=CC=C12)S(=O)[O-].C[N+](CC1=CC=CC=C1)(C)C